3-{[3-(1H-imidazol-5-yl)-2-[3-(trifluoromethyl)-1H-1,2,4-triazol-5-yl]imidazo[1,2-a]pyrimidin-6-yl]methoxy}propanenitrile N1C=NC=C1C1=C(N=C2N1C=C(C=N2)COCCC#N)C2=NC(=NN2)C(F)(F)F